C1=CC=C(C=2OC3=C(C21)C=CC=C3)C3=CC=2NC1=CC=CC=C1C2C=C3 2-(Dibenzo[b,d]furan-4-yl)-9H-carbazole